N-(3-chloro-5-(methylsulfonyl)phenyl)-4-(5-(3,3-difluoroazetidin-1-yl)-3-isopropoxypyridin-2-yl)-5-methylthiophene-2-carboxamide ClC=1C=C(C=C(C1)S(=O)(=O)C)NC(=O)C=1SC(=C(C1)C1=NC=C(C=C1OC(C)C)N1CC(C1)(F)F)C